Cl.Cl.N[C@H](CC1=C(C=2N=C(N=C(C2S1)NCC1=CC=NC=C1)Cl)C)C 6-[(2S)-2-aminopropyl]-2-chloro-7-methyl-N-[(pyridin-4-yl)methyl]thieno[3,2-d]pyrimidin-4-amine dihydrochloride